C(C)OC(C(C1=C2N(C=N1)C[C@@H](C2)F)N2N=C1C(=C(C=C(C1=C2)Cl)Br)Cl)=O 2-(6-bromo-4,7-dichloro-2H-indazol-2-yl)-2-((R)-6-fluoro-6,7-dihydro-5H-pyrrolo[1,2-c]Imidazol-1-yl)acetic acid ethyl ester